4-[1-(2,2-difluoroethyl)-1H-pyrazolo[3,4-b]pyrazin-6-yl]-9-[6-(trifluoromethyl)pyridin-2-yl]-1-oxa-4,9-diazaspiro[5.5]undecane FC(CN1N=CC=2C1=NC(=CN2)N2CCOC1(C2)CCN(CC1)C1=NC(=CC=C1)C(F)(F)F)F